C12CC(CC(CCC1)N2)N(C=2SC1=NC(=CC=C1N2)C=2C=C(C=1N(C2)C=C(N1)C)F)C N-[(3-exo)-9-azabicyclo[3.3.1]non-3-yl]-5-(8-fluoro-2-methylimidazo[1,2-a]pyridin-6-yl)-N-methyl[1,3]thiazolo[5,4-b]pyridin-2-amine